O(C1=CC=CC=C1)CCN(CCC(C(=O)O)NC(NC1CCNCC1)=O)CCCCC1=NC=2NCCCC2C=C1 4-[2-phenoxyethyl-[4-(5,6,7,8-tetrahydro-1,8-naphthyridin-2-yl)butyl]amino]-2-(4-piperidylcarbamoylamino)butanoic acid